CC1=C(C(/C=C/C2=CC=CC=C2)=O)C(=CC(=C1)C)OC 2',4'-dimethyl-6'-methoxychalcone